1-(2,6-dichlorophenyl)-1,2-hexanediol ClC1=C(C(=CC=C1)Cl)C(C(CCCC)O)O